1-aminopropyl-2-methylimidazole bromide [Br-].NC(CC)C=1N=C(NC1)C